COC1=CC=C(CNC=2C=3N(C4=CC(=CC=C4N2)C(=O)O)C=NC3)C=C1 4-((4-methoxybenzyl)amino)imidazo[1,5-a]quinoxaline-8-carboxylic Acid